2-iodo-1-bromobenzene IC1=C(C=CC=C1)Br